trifluoro(tetrahydropyran-4-yl)borohydride F[B-](C1CCOCC1)(F)F